dimethylphosphinous acid platinum(2+) [Pt+2].CP(O)C